C(CCCCCCCCC)[Si](OCC)(OCC)C.[F] fluorine decyl-methyl-diethoxysilane